C(C)N1C(C2=C3C(C(=CC=C13)S(=O)(=O)NC1CCOCC1)=CC=C2)=O 1-ethyl-2-oxo-N-(tetrahydro-2H-pyran-4-yl)-1,2-dihydrobenzo[cd]indole-6-sulfonamide